2-Chloro-9-([4-[5-methyl-3-(trifluoromethyl)pyrazol-1-yl]phenyl]methyl)-7H-purin-8-one ClC1=NC=C2NC(N(C2=N1)CC1=CC=C(C=C1)N1N=C(C=C1C)C(F)(F)F)=O